Dimethanotetrahydrofluorene C12C(C3C(C=4C5=CC=CC=C5CC14)C3)C2